C(#N)C1=C(C=C(C=C1)N1C(N(C(C1=O)(C)C)C1=CC(=C(OCCN2[C@H](CN(CC2)C(=O)OC(C)(C)C)CO)C=C1)CC)=S)C(F)(F)F tert-Butyl (R)-4-(2-(4-(3-(4-Cyano-3-(trifluoromethyl)phenyl)-5,5-dimethyl-4-oxo-2-thioxoimidazolidin-1-yl)-2-ethylphenoxy)ethyl)-3-(hydroxymethyl)piperazine-1-carboxylate